CCC([C@H]1CC[C@H]2[C@@H]3CC[C@H]4CCCC[C@]4(C)[C@H]3CC[C@]12C)=O methyl-5α-pregnan-20-one